OCC1=C(C(=CC(=C1)C(C)(C)C)CO)O 2,6-bis(hydroxymethyl)-4-tert-butylphenol